C(C)(C)(C)C1=CC=C(C=C1)C=1NC(=C(C1)C(=O)NCCN(CC)CC)C1=CC=CC=C1 (4-(tert-butyl)phenyl)-N-(2-(diethylamino)ethyl)-5-phenyl-Azole-4-carboxamide